methyl-3-phenylpropanamide hydrochloride Cl.CC(C(=O)N)CC1=CC=CC=C1